6-(2-chloropyridin-4-yl)-N-((2',3-dimethyl-2,4'-bipyridin-5-yl)methyl)-2,7-naphthyridin-1-amine ClC1=NC=CC(=C1)C=1C=C2C=CN=C(C2=CN1)NCC=1C=C(C(=NC1)C1=CC(=NC=C1)C)C